NCC1CC(CN(C1)C1=NC=CC(=N1)NC1=NNC(=C1)C1CCCC1)(F)F 2-[5-(Aminomethyl)-3,3-difluoro-1-piperidyl]-N-(5-cyclopentyl-1H-pyrazol-3-yl)pyrimidin-4-amine